C(CCCCCCCCC)C(=O)CCCCCCCCCCCCCCCCCCCCCCCCCCCCCC n-triacontyl decyl ketone